BrC1=NC(=CC=C1)C1OCCCC1 2-bromo-6-(tetrahydro-2H-pyran-2-yl)pyridine